trimethylmethylcyclopentadienyl-platinum (IV) CC1=C(C(C=C1)([Pt+2]C)C)C